COC([C@@H]1[C@H]([C@@H]([C@H]([C@@H](O1)N=[N+]=[N-])OC(C)=O)OC(C)=O)OC(C)=O)=O 2,3,4-tri-O-acetyl-1-azido-1-deoxy-β-D-glucuronic Acid Methyl Ester